C12COCC2CCC1 3-oxabicyclo[3.3.0]octane